1-(tert-butyl)-N-(4-(5-methoxy-1,2,4-oxadiazol-3-yl)phenethyl)-4-(3-(trifluoromethyl)phenoxy)-1H-pyrazole-5-carboxamide C(C)(C)(C)N1N=CC(=C1C(=O)NCCC1=CC=C(C=C1)C1=NOC(=N1)OC)OC1=CC(=CC=C1)C(F)(F)F